O=C1CC2(OC=3C1=NC=CC3)CN(C2)C(=O)OC(C)(C)C tert-butyl 4'-oxo-3',4'-dihydrospiro[azetidine-3,2'-pyrano[3,2-b]pyridine]-1-carboxylate